(E)-2-Chloro-8-methyl-6-(2-(3-methylbenzylidene)hydrazinyl)-9-(pyridin-2-yl)-9H-purine ClC1=NC(=C2N=C(N(C2=N1)C1=NC=CC=C1)C)N/N=C/C1=CC(=CC=C1)C